5-chloro-2-((3-cyclopropyl-5-(((3R,5S)-3,5-dimethylpiperazine-1-yl)methyl)phenyl)amino)-6-(6-methyl-1H-indole-3-yl)pyrimidine-4-ol ClC=1C(=NC(=NC1C1=CNC2=CC(=CC=C12)C)NC1=CC(=CC(=C1)CN1C[C@H](N[C@H](C1)C)C)C1CC1)O